C(C)(=O)[N-]C(C)=O Diacetyl-amide